2-(2,6-dioxo-3-piperidyl)-5-[7-(4-piperidylmethyl)-2,7-diazaspiro[3.5]non-2-yl]isoindoline-1,3-dione O=C1NC(CCC1N1C(C2=CC=C(C=C2C1=O)N1CC2(C1)CCN(CC2)CC2CCNCC2)=O)=O